tert-butyl 6-formyl-3-azabicyclo[3.1.1]heptane-3-carboxylate C(=O)C1C2CN(CC1C2)C(=O)OC(C)(C)C